1,2-dimethylperhydrofluorene CC1C(CCC2C3CCCCC3CC12)C